methylQuercetin CC1=C(C2=C(C=C1O)OC(=C(C2=O)O)C3=CC(=C(C=C3)O)O)O